tert-butyl (E)-4-(4-hydroxy-4-((4-(4-morpholino-7H-pyrrolo[2,3-d]pyrimidin-6-yl)phenyl)carbamoyl)piperidin-1-yl)but-2-enoate OC1(CCN(CC1)C/C=C/C(=O)OC(C)(C)C)C(NC1=CC=C(C=C1)C1=CC2=C(N=CN=C2N2CCOCC2)N1)=O